NC1=NC(N(C=C1F)[C@H]1C[C@@H]([C@](O1)(CO)CC#N)O)=O 2-((2R,3S,5R)-5-(4-amino-5-fluoro-2-oxopyrimidin-1(2H)-yl)-3-hydroxy-2-(hydroxymethyl)tetrahydrofuran-2-yl)acetonitrile